(1,3-bis-(2,4,6-trimethylphenyl)-2-imidazopyridinyl)dichloro(o-isopropoxyphenylmethylene)ruthenium CC1=C(C(=CC(=C1)C)C)N1C(N(C2=C1C=CC=N2)C2=C(C=C(C=C2C)C)C)[Ru](=CC2=C(C=CC=C2)OC(C)C)(Cl)Cl